N-(2-(3-(4-cyano-5-isopropoxypyridin-2-yl)-1,2,4-thiadiazol-5-ylamino)pyridin-3-yl)-N-methylcyclopropanecarboxamide C(#N)C1=CC(=NC=C1OC(C)C)C1=NSC(=N1)NC1=NC=CC=C1N(C(=O)C1CC1)C